(1-((6-Fluoro-2-(prop-1-en-2-yl)pyridin-3-yl)methyl)-1H-pyrazol-4-yl)methanamine trifluoroacetate FC(C(=O)O)(F)F.FC1=CC=C(C(=N1)C(=C)C)CN1N=CC(=C1)CN